C(C)[C@@H]1OCCN(C1)CC(=O)NC=1C=C(C(=NC1)C)NC(=O)C=1C=NN2C1SC(=C2)C=2C=NN(C2)C (S)-N-(5-(2-(2-ethylmorpholino)acetamido)-2-methylpyridin-3-yl)-2-(1-methyl-1H-pyrazol-4-yl)pyrazolo[5,1-b]thiazole-7-carboxamide